(E)- or (Z)-1-(3-bromo-4-fluorophenyl)-4-(hydroxyimino)-3-methyl-9-oxo-4,9-Dihydro-1H-naphtho[2,3-d]imidazol-3-ium BrC=1C=C(C=CC1F)N1C=[N+](C2=C1C(C1=CC=CC=C1C2=NO)=O)C